ClC=1C(=C2C(=NC1)NC(=N2)C2=CC=C(C=C2)N2CCN(CC2)CCOC)N[C@@H]2CN(CC2)C 6-Chloro-2-{4-[4-(2-methoxyethyl)piperazin-1-yl]phenyl}-N-[(3S)-1-methylpyrrolidin-3-yl]-3H-imidazo[4,5-b]pyridin-7-amine